1-(3-cyanophenyl)-3-isopropyl-N-(4-methyl-1,1-dioxidotetrahydro-2H-thiopyran-4-yl)-2-oxo-2,3-dihydro-1H-benzo[d]imidazole-5-carboxamide C(#N)C=1C=C(C=CC1)N1C(N(C2=C1C=CC(=C2)C(=O)NC2(CCS(CC2)(=O)=O)C)C(C)C)=O